C(C)OC(C(C)OC1=C(C=C(C(=C1)N1N=CC=C1)I)Br)=O 2-(2-bromo-4-iodo-5-pyrazol-1-yl-phenoxy)propionic acid ethyl ester